3-(difluoromethyl)-1H-indazol FC(C1=NNC2=CC=CC=C12)F